3-(2,7-diazaspiro[3.5]nonan-7-yl)-7-(2,8-dimethylimidazo[1,2-b]pyridazin-6-yl)-5-fluorocinnoline ditrifluoroacetate FC(C(=O)O)(F)F.FC(C(=O)O)(F)F.C1NCC12CCN(CC2)C=2N=NC1=CC(=CC(=C1C2)F)C=2C=C(C=1N(N2)C=C(N1)C)C